CCOC(=O)C1N(CC(CC1)N)C(=O)OC(C)(C)C 5-aminopiperidine-1,2-dicarboxylic acid 1-tert-butyl 2-ethyl ester